CN1C(=NN=C1)CC1CS(C1)(=O)=O 3-((4-methyl-4H-1,2,4-triazol-3-yl)methyl)-1,1-dioxidothietan